FC1=CC=2N(C=C1)C(=CN2)C2=CC(=NC=N2)NCC2=CC=C(C=C2)C=2N=NN(C2)C 6-{7-fluoroimidazo[1,2-a]pyridin-3-yl}-N-{[4-(1-methyl-1H-1,2,3-triazol-4-yl)phenyl]methyl}pyrimidin-4-amine